O[C@@H](CNC1=NN(C2=C1N=C(N=C2O)C(F)(F)F)C2OCCCC2)CN2CC=1NC3=CC=CC=C3C1CC2 3-(((S)-2-hydroxy-3-(1,3,4,9-tetrahydro-2H-pyrido[3,4-b]indol-2-yl)propyl)amino)-1-(tetrahydro-2H-pyran-2-yl)-5-(trifluoromethyl)-1H-pyrazolo[4,3-d]pyrimidin-7-ol